propyl-2-propynyl oxalate C(C(=O)[O-])(=O)OC(C#C)CCC